5-Chloro-N2-[4-[2-(dimethylamino)ethyl]phenyl]-N4-(2-dimethylphosphonoanilino)pyrimidine-2,4-diamine ClC=1C(=NC(=NC1)NC1=CC=C(C=C1)CCN(C)C)NNC1=C(C=CC=C1)P(=O)(OC)OC